2-[3-(6-methyl-2-pyridyl)-1H-pyrazol-4-yl]-7-(4-pyridyl)-1,5-naphthyridine CC1=CC=CC(=N1)C1=NNC=C1C1=NC2=CC(=CN=C2C=C1)C1=CC=NC=C1